methyl (Z)-2-[5-(cyclohepten-1-yl)-2-methyl-phenoxy]-3-methoxy-prop-2-enoate C1(=CCCCCC1)C=1C=CC(=C(O\C(\C(=O)OC)=C/OC)C1)C